1-(5-(2-methyl-6-(morpholine-4-carbonyl)quinolin-4-yl)-3,4-dihydroisoquinolin-2(1H)-yl)ethan-1-one CC1=NC2=CC=C(C=C2C(=C1)C1=C2CCN(CC2=CC=C1)C(C)=O)C(=O)N1CCOCC1